4-({5-ethynyl-3-[(9s)-9-methyl-2,5-dioxa-8-azaspiro[3.5]nonan-8-yl]pyridin-2-yl}oxy)pyrrolidine-2-carboxylic acid C(#C)C=1C=C(C(=NC1)OC1CC(NC1)C(=O)O)N1CCOC2(COC2)[C@@H]1C